N-[(5-chloronaphthylsulfonylamino)ethyl]-propionamide ClC1=C2C=CC=C(C2=CC=C1)S(=O)(=O)NCCNC(CC)=O